1-(2-Fluorobenzyl)-9H-pyrido[2,3-b]indole FC1=C(CN2CC=CC3=C2NC2=CC=CC=C32)C=CC=C1